ClC=1C(=C2C=NN(C2=CC1)C)CC(=O)O 2-(5-chloro-1-methyl-indazol-4-yl)acetic Acid